tert-butyl (4-(hydroxymethyl)-3,5-dimethoxybenzyl)(methyl)carbamate OCC1=C(C=C(CN(C(OC(C)(C)C)=O)C)C=C1OC)OC